ClC=1C=C2C(C(COC2=CC1)NS(=O)(=O)C1=CC(=C(N1)C)C(=O)OCC)=O ethyl 5-(N-(6-chloro-4-oxochroman-3-yl)sulfamoyl)-2-methyl-1H-pyrrole-3-carboxylate